(2-Cyclopropylphenyl)spiro[indene-1,3'-pyrrolidine]-3,5'(2H)-dione C1(CC1)C1=C(C=CC=C1)N1CC2(CC1=O)CC(C1=CC=CC=C12)=O